6-Methoxy-3'-methyl-2-(3-methylbut-2-enoyl)-1'-phenyl-2H-spiro[phthalazine-1,4'-pyrazol]-5'(1'H)-one COC=1C=C2C=NN(C3(C(=NN(C3=O)C3=CC=CC=C3)C)C2=CC1)C(C=C(C)C)=O